(4aR,8aS)-6-[3-[3-[4-chloro-2-(trifluoromethyl)phenyl]-1,2,4-oxadiazol-5-yl]azetidine-1-carbonyl]-4,4a,5,7,8,8a-hexahydropyrido[4,3-b][1,4]oxazin-3-one ClC1=CC(=C(C=C1)C1=NOC(=N1)C1CN(C1)C(=O)N1C[C@@H]2[C@@H](OCC(N2)=O)CC1)C(F)(F)F